C(C)OC(=O)C1=C(N(C=C1Br)COCC[Si](C)(C)C)C=O 4-bromo-2-formyl-1-((2-(trimethylsilyl)ethoxy)methyl)-1H-pyrrole-3-carboxylic acid ethyl ester